N-(adamantan-1-yl)-4-((17-azido-3,6,9,12,15-pentaoxaheptadecyl)oxy)-6-(4-methylpiperidin-1-yl)-1,3,5-triazin-2-amine C12(CC3CC(CC(C1)C3)C2)NC2=NC(=NC(=N2)OCCOCCOCCOCCOCCOCCN=[N+]=[N-])N2CCC(CC2)C